6'-(5-Fluoro-2-((5-(1-methylpiperidin-4-yl)pyridin-2-yl)amino)pyrimidin-4-yl)-2'-methylspiro[cyclopentane-1,1'-isoindolin]-3'-one FC=1C(=NC(=NC1)NC1=NC=C(C=C1)C1CCN(CC1)C)C1=CC=C2C(N(C3(C2=C1)CCCC3)C)=O